6-chloro-2-ethylpyridazin-3-one ClC=1C=CC(N(N1)CC)=O